CC1N(C(=CC=N1)C=1C=CC2=C(C(=CO2)C)C1)[C@@H](C)C1=CC(=CC=C1)C=1N(C=CC1)C 2-methyl-6-(3-methyl-1-benzofuran-5-yl)-N-[(1S)-1-[3-(1-methyl-1H-pyrrol-2-yl)phenyl]ethyl]pyrimidin